furantricarboxylate O1C(=C(C(=C1)C(=O)[O-])C(=O)[O-])C(=O)[O-]